NC1=C(C=2C(=NC(=C(C2)C)C)N1C1=C(C(=CC=C1C)O)C)C(=O)N 2-amino-1-(3-hydroxy-2,6-dimethylphenyl)-5,6-dimethyl-1H-pyrrolo[2,3-b]pyridine-3-carboxamide